NC1CCN(CC1)C=1C=CC(=C2C(=NNC12)C#N)Cl 7-(4-aminopiperidin-1-yl)-4-chloro-1H-indazole-3-carbonitrile